CCC(C)(C)OOC(=O)CC(C)CC(C)(C)C tert-amylperoxy-3,5,5-trimethylhexanoate